N-(2,6-Diisopropylphenyl)-2,6-diisopropylbenzamide C(C)(C)C1=C(C(=CC=C1)C(C)C)NC(C1=C(C=CC=C1C(C)C)C(C)C)=O